4-((2-(azetidin-1-ylmethyl)-4,5-difluorobenzyl)amino)-5-chloro-2-fluoro-N-(thiazol-4-yl)benzenesulfonamide formate C(=O)O.N1(CCC1)CC1=C(CNC2=CC(=C(C=C2Cl)S(=O)(=O)NC=2N=CSC2)F)C=C(C(=C1)F)F